3-[2-(4-chloro-3-fluorophenoxy)acetamido]-N-[(5,6-difluoro-1H-benzimidazol-2-yl)methyl]bicyclo[1.1.1]pentane-1-carboxamide ClC1=C(C=C(OCC(=O)NC23CC(C2)(C3)C(=O)NCC3=NC2=C(N3)C=C(C(=C2)F)F)C=C1)F